ClC=1C=C(C=C(C1)Cl)NC1=NC2=CC=CC=C2C(=N1)N N2-(3,5-dichlorophenyl)quinazoline-2,4-diamine